1-((2-(2,6-dioxopiperidin-3-yl)-1-oxoisoindolin-5-yl)methyl)-3-(4-((4-(hydroxymethyl)benzyl)oxy)phenyl)urea O=C1NC(CCC1N1C(C2=CC=C(C=C2C1)CNC(=O)NC1=CC=C(C=C1)OCC1=CC=C(C=C1)CO)=O)=O